CP(=O)(C)C1=C(C=NN(C1=O)CC1=CC=C(C=C1)OC)N[C@H](COCCC(=O)O)C (S)-3-(2-((5-(dimethylphosphoryl)-1-(4-methoxybenzyl)-6-oxo-1,6-dihydropyridazin-4-yl)amino)propoxy)propanoic acid